5-(2-amino-[1,2,4]triazolo[1,5-a]pyridin-7-yl)-2-ethyl-N-(2-((2-(hydroxymethyl)phenyl)thio)benzyl)nicotinamide NC1=NN2C(C=C(C=C2)C=2C=NC(=C(C(=O)NCC3=C(C=CC=C3)SC3=C(C=CC=C3)CO)C2)CC)=N1